(R)-1-(1-(1-hydroxy-2-methylpropan-2-yl)-8-methoxy-9-(2-methyl-2H-tetrazol-5-yl)-5,6-dihydropyrrolo[2,1-a]isoquinoline-3-carbonyl)-2-methylpyrrolidine-2-carbonitrile OCC(C)(C)C=1C=C(N2C1C1=CC(=C(C=C1CC2)OC)C=2N=NN(N2)C)C(=O)N2[C@](CCC2)(C#N)C